2-tert-butyl-N-{[3-(4-{[(3S,4R)-3-fluoro-1-methylpiperidin-4-yl]amino}-1-(2,2,2-trifluoroethyl)-1H-indol-2-yl)-1,2,4-oxadiazol-5-yl]methyl}-1,3-thiazole-4-carboxamide C(C)(C)(C)C=1SC=C(N1)C(=O)NCC1=NC(=NO1)C=1N(C2=CC=CC(=C2C1)N[C@H]1[C@H](CN(CC1)C)F)CC(F)(F)F